BrCC(=O)C=1C=NN(C1)C(C)C 2-bromo-1-(1-isopropyl-1H-pyrazol-4-yl)ethan-1-one